phenyl (3-(tert-butyl)-1-phenyl-1H-1,2,4-triazol-5-yl)carbamate C(C)(C)(C)C1=NN(C(=N1)NC(OC1=CC=CC=C1)=O)C1=CC=CC=C1